C(#N)C=1C=NC(=NC1)C(C(=O)NCC1=CC(=C(C(=C1)Cl)[C@H]1C(NC(CC1)=O)=O)Cl)(C)C (S)-2-(5-cyanopyrimidin-2-yl)-N-(3,5-dichloro-4-(2,6-dioxopiperidin-3-yl)benzyl)-2-methylpropanamide